CC(CC(=O)OC[C@H]1O[C@@]([C@@H]2OC(O[C@@H]21)(C)C)(C#N)C2=CC=C1C(=NC=NN12)N)(C)C ((3aR,4R,6R,6aR)-6-(4-aminopyrrolo[2,1-f][1,2,4]triazin-7-yl)-6-cyano-2,2-dimethyltetrahydrofuro[3,4-d][1,3]dioxol-4-yl)methyl 3,3-dimethylbutanoate